1-methyl-3-(4-sulfonatobutyl)-1H-imidazole-3-ium CN1C=[N+](C=C1)CCCCS(=O)(=O)[O-]